2-(4-(3-(6-chloro-2-(diaminomethyleneamino)quinazolin-4-yl)phenyl)piperazin-1-yl)acetic acid ClC=1C=C2C(=NC(=NC2=CC1)N=C(N)N)C=1C=C(C=CC1)N1CCN(CC1)CC(=O)O